C(C)OCCNC(=O)C=1C=NC2=CC=C(C=C2C1NC(C)C)C=1C=NNC1 N-(2-ethoxyethyl)-4-(isopropylamino)-6-(1H-pyrazol-4-yl)quinoline-3-carboxamide